C1(CC1)N1N=C(N=C1)C=1C=C(COCC2=CC(=CC(=N2)NC(OC(C)(C)C)=O)F)C=C(C1OC)[N+](=O)[O-] Tert-butyl (6-(((3-(1-cyclopropyl-1H-1,2,4-triazol-3-yl)-4-methoxy-5-nitrobenzyl)oxy)methyl)-4-fluoropyridin-2-yl)carbamate